CC1=CC=CC1 Methylcyclopentadien